FC=1C=C(C=C2C=NC(=NC12)C)OC 8-fluoro-6-methoxy-2-methylquinazolin